ClC=1C=NC=2CCCC(C2C1)NC(OC(C)(C)C)=O tert-Butyl (3-chloro-5,6,7,8-tetrahydroquinolin-5-yl)carbamate